NC1=NC=2C=NC(=CC2C2=C1COC2)C(=O)N2[C@@H](COC[C@@H]2C2=NC=C(C=C2)C(F)(F)F)C (4-amino-1,3-dihydrofuro[3,4-c][1,7]naphthyridin-8-yl)((3R,5S)-3-methyl-5-(5-(trifluoromethyl)-2-pyridinyl)-4-morpholinyl)methanone